1-bromo-1,1,3,3-tetramethylpentane BrC(CC(CC)(C)C)(C)C